CN1CCN(CC1)S(=O)(=O)C1=CC=C(C=C1)NC=1N=CC2=C(N1)N1C(NC(CC13CCCCC3)=O)=C2 2'-((4-((4-methylpiperazin-1-yl)sulfonyl)phenyl)amino)-6'H-spiro[cyclohexane-1,9'-pyrrolo[1,5-a:2,3-d']dipyrimidin]-7'(8'H)-one